N-TERT-BUTYL-2-(2-CHLORO-4-FORMYLPHENOXY)PROPANAMIDE C(C)(C)(C)NC(C(C)OC1=C(C=C(C=C1)C=O)Cl)=O